(S)-N-(4-(5-(piperidin-3-yl)-1,2,4-oxadiazol-3-yl)phenyl)-6-(1H-pyrazol-5-yl)picolinamide N1C[C@H](CCC1)C1=NC(=NO1)C1=CC=C(C=C1)NC(C1=NC(=CC=C1)C1=CC=NN1)=O